C(C1=CC=CC=C1)(=O)OCOP(=O)(\C=C\CN(C(=O)C1=CC=CC=C1)O)OCOC(C1=CC=CC=C1)=O [({[(E)-benzoyloxy]methoxy}[(1E)-3-(N-hydroxy-1-phenylformamido)prop-1-en-1-yl]phosphoryl)oxy]methyl benzoate